C(C#CC)(=O)N1[C@@H](C[C@H](CC1)N1N=NC=2C(=NC=3C(=C(C(=CC3C21)Cl)C2=C(C(=CC=C2)Cl)C)F)OC[C@H]2N(CCC2)C)CC#N 2-((2S,4S)-1-(but-2-ynoyl)-4-(8-chloro-7-(3-chloro-2-methylphenyl)-6-fluoro-4-(((S)-1-methylpyrrolidin-2-yl)methoxy)-1H-[1,2,3]triazolo[4,5-c]quinolin-1-yl)piperidin-2-yl)acetonitrile